6-hydroxymethyl-7,8-dihydropterin pyrophosphate OP(O)(=O)OP(=O)(O)O.OCC1=NC=2C(NC(=NC2NC1)N)=O